Cl.NC(=N\C(=N\[H])\N)SCC=1OC(=CN1)C1=CC(=CC=C1)OC (e)-N-[amino([5-(3-methoxyphenyl)-1,3-oxazol-2-yl]methylsulfanyl)methylidene]guanidine hydrochloride